5-benzylsulfanyl-3-cyclopropyl-7-(2-trimethylsilylethoxymethyl)-6,8-dihydrocyclopenta[g]isoquinoline-7-carboxylic acid hydrochloride Cl.C(C1=CC=CC=C1)SC1=C2C=C(N=CC2=CC2=C1CC(C2)(C(=O)O)COCC[Si](C)(C)C)C2CC2